methyl 3-chloro-2-(dimethylamino)-5-(3a,4,6,6a-tetrahydrofuro[3,4-d]isoxazol-3-yl)benzoate ClC=1C(=C(C(=O)OC)C=C(C1)C1=NOC2C1COC2)N(C)C